CC=1N=C(OC1)C=CC1=CC=C(C=C1)C(F)(F)F 4-methyl-2-(4-(trifluoromethyl)styryl)oxazole